(2S)-2-amino-4-(7-hydroxy-2-oxo-2H-benzopyran-4-yl)butanoic acid N[C@H](C(=O)O)CCC1=CC(OC2=C1C=CC(=C2)O)=O